BrC1=CC=C(CC2C(C=CC=C2)C2=CC=CC=C2)C=C1 2-(4-bromobenzyl)-1-phenyl-1H-benzol